ClC1=C(C=C(C=C1)C1CC(N(CC1)C(=O)OC(C)(C)C)=O)F tert-butyl 4-(4-chloro-3-fluoro-phenyl)-2-oxo-piperidine-1-carboxylate